7-chloro-3-(2-methoxyphenyl)-3,4-dihydroacridine-1,9(2H,10H)-dione ClC1=CC=C2NC=3CC(CC(C3C(C2=C1)=O)=O)C1=C(C=CC=C1)OC